(bicyclo[1.1.1]pent-1-yl)-N-methylthiophene-2-sulfonamide C12(CC(C1)C2)C2=C(SC=C2)S(=O)(=O)NC